FC1=C(C(=CC(=C1)C1=NC=CC(=N1)OCCC)F)N1CCC(CC1)CC(=O)O 2-[1-[2,6-difluoro-4-(4-propoxypyrimidin-2-yl)phenyl]-4-piperidinyl]acetic acid